CC(CNO)CCC N-(2-methylpentyl)hydroxylamine